6-methylfuro[3,2-d]pyrimidine-2,4-diol CC1=CC=2N=C(N=C(C2O1)O)O